C(C)(C)(C)OC(=O)N1[C@H]2CN(C[C@@H]1CC2)C=2C1=C(N=CN2)NC=C1C.C1(CCCCC1)N1C(=C(C=C1C)C(CN1CCCCC1)=O)C 1-(1-Cyclohexyl-2,5-dimethyl-1H-pyrrol-3-yl)-2-(piperidin-1-yl)ethanone Tert-butyl-(1R,5S)-3-(5-methyl-7H-pyrrolo[2,3-d]pyrimidin-4-yl)-3,8-diazabicyclo[3.2.1]octane-8-carboxylate